C(C=C)N1N(C2=NC(=NC=C2C1=O)NC1=CC(=C(C=C1)N1CCN(CC1)C)C)C1=NC=2[C@](CCCC2C=C1)(C)O (R)-2-allyl-1-(8-hydroxy-8-methyl-5,6,7,8-tetrahydroquinolin-2-yl)-6-((3-methyl-4-(4-methylpiperazin-1-yl)phenyl)amino)-1,2-dihydro-3H-pyrazolo[3,4-d]pyrimidin-3-one